C[C@@H]1OC2=C(N(C1)C(=O)C=1C=C(C=CC1)N1C(N(N=C1)C)=O)C=CC=C2C 4-[3-[[(2S)-2,3-dihydro-2,8-dimethyl-4H-1,4-benzoxazin-4-yl]carbonyl]phenyl]-2,4-dihydro-2-methyl-3H-1,2,4-triazol-3-one